(10-chlorodecyl)trimethoxysilane ClCCCCCCCCCC[Si](OC)(OC)OC